5-(2,2-difluoroethoxy)-1,3,4-thiadiazol-2-amine FC(COC1=NN=C(S1)N)F